dichloro-[1,1'-bis(diphenylphosphino)ferrocene] palladium(II) [Pd+2].ClC1=C([C-](C=C1)P(C1=CC=CC=C1)C1=CC=CC=C1)Cl.[C-]1(C=CC=C1)P(C1=CC=CC=C1)C1=CC=CC=C1.[Fe+2]